NC=1C(=C2COCC2=C(C1F)Br)C(C)=O 1-(5-amino-7-bromo-6-fluoro-1,3-dihydroisobenzofuran-4-yl)ethanone